ClC=1C(=NC=C(C1)C(F)(F)F)C(=O)O 3-chloro-5-(trifluoromethyl)picolinic acid